(2R,3S)-2-[(3,4-dihydroxyphenyl)methyl]-2,3-dihydroxybutanoic acid OC=1C=C(C=CC1O)C[C@](C(=O)O)([C@H](C)O)O